3-bromo-1-(3-chloropyridin-2-yl)-N-(1-(dimethylcarbamoyl)cyclopropyl)-1H-pyrazole-5-carboxamide BrC1=NN(C(=C1)C(=O)NC1(CC1)C(N(C)C)=O)C1=NC=CC=C1Cl